IC1=CC=C(C=C1)NC(=O)C1C(C2=CC=C(C=C2C1=O)S(=O)(=O)C=1C=C2C(C(C(C2=CC1)=O)C(NC1=CC=C(C=C1)I)=O)=O)=O N-(4-iodophenyl)-5-({2-[(4-iodophenyl)carbamoyl]-1,3-dioxo-2,3-dihydro-1H-inden-5-yl}sulfonyl)-1,3-dioxo-2,3-dihydro-1H-indene-2-carboxamide